Furano[2,3-d]Pyrimidin-4-amine N1=CN=C(C2=C1OC=C2)N